C(C)(C)(C)OC(=O)N1C[C@@H](CC1)N(C(=O)C=1N=C(SC1)C=1C=NN(C1)C1=CC=CC=C1)CCC (R)-3-(2-(1-phenyl-1H-pyrazol-4-yl)-N-propylthiazole-4-carboxamido)pyrrolidine-1-carboxylic acid tert-butyl ester